C(CCCCCC)C(C(=O)N)=C 2-heptyl-acrylamide